C1(=CC=CC=C1)C(=C=C(C1=CC=CC=C1)C1=CC=CC=C1)C1=CC=CC=C1 1,1,3,3-tetraphenylallene